N-(5-azidoacetamidyl-amyl)acrylamide N(=[N+]=[N-])CC(=O)NCCCCCNC(C=C)=O